3α-hydroxy-7β-(methanesulfonamido)-5β-cholanoate O[C@H]1C[C@H]2C[C@@H]([C@H]3[C@@H]4CC[C@H]([C@@H](CCC(=O)[O-])C)[C@]4(CC[C@@H]3[C@]2(CC1)C)C)NS(=O)(=O)C